3-aminocyclohexan-1-ol NC1CC(CCC1)O